O1N=CNCC1 (E)-5,6-dihydro-4H-1,2,4-oxadiazine